FC1(C(C1)S(=O)C=1N=C2N(N1)[C@@H](C[C@@H]2F)C2=CC=CC=C2)F (5s,7s)-2-(2,2-difluorocyclopropyl)sulfinyl-7-fluoro-5-phenyl-6,7-dihydro-5H-pyrrolo[1,2-b][1,2,4]triazole